NCCOCCOCCOCCOCCOC1=NC=CC(=C1)NC1=C(C(=NN1)C1=CC=C(C=C1)NS(=O)(=O)CC)C(=O)N 5-({2-[(14-Amino-3,6,9,12-tetraoxatetradecan-1-yl)oxy]pyridin-4-yl}amino)-3-(4-ethanesulfonamidophenyl)-1H-pyrazole-4-carboxamide